NC1=CC(=NC(=N1)C(F)F)NC1=CC(=C(C=N1)C=1C=NN(C1)C[C@@H]1N(CC1)C(=O)OC(C)(C)C)OC tert-butyl (R)-2-((4-(6-((6-amino-2-(difluoromethyl)pyrimidin-4-yl)amino)-4-methoxypyridin-3-yl)-1H-pyrazol-1-yl)methyl)azetidine-1-carboxylate